benzocyclobutene silicon hydride [SiH4].C1CC=2C1=CC=CC2